C[C@H]1CN(C[C@@H](N1C(CNOCC1=CC=CC=C1)=O)C1=CC=CC=C1)CCCC(=O)OC methyl 4-[(3S,5S)-3-methyl-5-phenyl-4-[2-(benzyloxyamino)acetyl]piperazin-1-yl]butanoate